2-fluoro-3-bromophenylborate-pinacol OC(C)(C)C(C)(C)O.FC1=C(C=CC=C1Br)OB(O)O